FC(C=1C=C(C=C(C1)C(F)(F)F)[B-](C1=CC(=CC(=C1)C(F)(F)F)C(F)(F)F)(C1=CC(=CC(=C1)C(F)(F)F)C(F)(F)F)C1=CC(=CC(=C1)C(F)(F)F)C(F)(F)F)(F)F.C(CCCCCCC)OC1=CC=C(C=C1)[S+](C1=CC=CC=C1)C1=CC=CC=C1 (4-octyloxyphenyl)-diphenylsulfonium tetrakis-(3,5-bis-trifluoromethylphenyl)borate